alpha-isosafrole C/C=C\C1=CC2=C(C=C1)OCO2